1-[(1-Methyl-1H-pyrazol-4-yl)(1-methylpiperidin-3-yl)sulfamoyl]-3-(2,4,5-trimethylthiophen-3-yl)urea CN1N=CC(=C1)N(S(=O)(=O)NC(=O)NC1=C(SC(=C1C)C)C)C1CN(CCC1)C